O1CC(C1)N1CCN(CC1)CCO 2-[4-(oxetan-3-yl)piperazin-1-yl]ethan-1-ol